N-acetyl-α-D-mannosamine C(C)(=O)N[C@@H]1[C@@H](O)O[C@@H]([C@H]([C@@H]1O)O)CO